(S)-2-amino-3-(3,5-difluorophenyl)-N-methylpropanamide N[C@H](C(=O)NC)CC1=CC(=CC(=C1)F)F